5-[[3-(cyclobutylsulfonylamino)-2-fluorophenyl]methyl]-3,4-difluoro-2-(2-fluoro-4-iodoanilino)benzamide C1(CCC1)S(=O)(=O)NC=1C(=C(C=CC1)CC=1C(=C(C(=C(C(=O)N)C1)NC1=C(C=C(C=C1)I)F)F)F)F